iron trialuminum [Al].[Al].[Al].[Fe]